4-((2-(2,6-dioxopiperidin-3-yl)-1,3-dioxoisoindolin-4-yl)-L-alanyl)piperazine O=C1NC(CCC1N1C(C2=CC=CC(=C2C1=O)N[C@@H](C)C(=O)N1CCNCC1)=O)=O